ONC(=O)C1OC(CCC1)C1=CC(=CC=C1)NC1=NC2=CC=CC=C2C(N1)=O N-hydroxy-6-(3-((4-oxo-3,4-dihydroquinazolin-2-yl)amino)phenyl)oxanamide